OC=1C=C(C=CC1O)/C=C/C(=O)C1=CC=C(C=C1)NC(=O)C1=CC2=CC=CC=C2C=C1 N-[4-[(E)-3-(3,4-Dihydroxyphenyl)prop-2-enoyl]phenyl]naphthalene-2-carboxamide